2-[2-(N-methyl-N-ethyl-amino)ethoxy]-N-ethyl-acetamide CN(CC)CCOCC(=O)NCC